sodium 9-ethyl-6,9-dihydro-4,6-dioxo-10-propyl-4H-pyrano(3,2-g)quinoline-2,8-dicarboxylate C(C)N1C(=CC(C2=CC3=C(C(=C12)CCC)OC(=CC3=O)C(=O)[O-])=O)C(=O)[O-].[Na+].[Na+]